C(#N)N1C2CCC(C1)[C@H]2NC(=O)C=2SC(=CN2)C=2C=NC=CC2SC2=CC=C(C=C2)F N-((7R)-2-cyano-2-azabicyclo[2.2.1]heptan-7-yl)-5-(4-((4-fluorophenyl)thio)pyridin-3-yl)thiazole-2-carboxamide